CN1N=C(C=C1C)C1(CC=2C(=CN=C(C2C=N1)NC)C=1OC2=C(N1)C=C(C=C2)N2CCOCC2)N 6-(1,5-dimethyl-1H-pyrazol-3-yl)-N1-methyl-4-(5-morpholinylbenzo[d]oxazol-2-yl)-2,7-naphthyridine-1,6-diamine